ClC1=CC=C(C=C1)C1=NC(C=2C(C3=C1N(N=C3)C)=CN(C(C2)=O)C)CC(=O)NCC 2-(4-(4-chlorophenyl)-3,9-dimethyl-8-oxo-3,6,8,9-tetrahydropyrazolo[3,4-c]pyrido[3,4-e]azepin-6-yl)-N-ethylacetamide